N-(2-oxo-1,2-dihydropyridin-4-yl)-2-(4-(trifluoromethoxy)phenoxy)-5-(trifluoromethyl)benzamide O=C1NC=CC(=C1)NC(C1=C(C=CC(=C1)C(F)(F)F)OC1=CC=C(C=C1)OC(F)(F)F)=O